(R)-N-(3-(1-((2-amino-5-chloropyridin-3-yl)oxy)ethyl)phenyl)-3-methoxybenzamide NC1=NC=C(C=C1O[C@H](C)C=1C=C(C=CC1)NC(C1=CC(=CC=C1)OC)=O)Cl